NC1=C(N=CC2=C(C=CC=C12)C=1C(=NC=CC1)C([2H])([2H])[2H])C(=O)NCCC 4-amino-8-(2-(methyl-d3)pyridin-3-yl)-N-propylisoquinoline-3-carboxamide